(4-(2-(2,5-dimethyl-1,2,3,4-tetrahydroisoquinolin-7-yl)-5-tosyl-5H-pyrrolo[2,3-b]pyrazin-7-yl)phenyl)(2-oxa-6-azaspiro[3.3]heptan-6-yl)methanone CN1CC2=CC(=CC(=C2CC1)C)C=1N=C2C(=NC1)N(C=C2C2=CC=C(C=C2)C(=O)N2CC1(COC1)C2)S(=O)(=O)C2=CC=C(C)C=C2